C1(CCC1)NC(=O)C1=CN=C2N1N=C(C=C2N(C)CC2=CC=C(C=C2)OC)NC2=CC(=CC=C2)C2=NC=C(C=C2)C2OCCO2 N-cyclobutyl-6-({3-[5-(1,3-dioxolan-2-yl)pyridin-2-yl]phenyl}amino)-8-{[(4-methoxyphenyl)methyl](methyl)amino}imidazo[1,2-b]pyridazine-3-carboxamide